ClCC1=CN=C2C=C(C(NC2=C1)=O)CC 7-(chloromethyl)-3-ethyl-1H-1,5-naphthyridin-2-one